ClCC=1C2=C(C(NN1)=O)C(=NC=C2)C(F)F 1-(chloromethyl)-5-(difluoromethyl)-4-oxo-3,4-dihydropyrido[3,4-d]pyridazine